8-((tetrahydrofuran-3-yl)oxy)quinoline-6-carboxylic acid O1CC(CC1)OC=1C=C(C=C2C=CC=NC12)C(=O)O